FC1=CC=C(C=C1)C1NCCN1 2-(4-fluorophenyl)imidazolidine